C(C)O[Si](OCC)(OCC)CCCS=C(N(C)C)SSSSC(N(C)C)=SCCC[Si](OCC)(OCC)OCC triethoxysilylpropyl-N,N-dimethylthiocarbamoyl tetrasulfide